(2-fluoro-4-(piperidin-4-yl)phenyl)-N-(3-(4-fluoropiperidin-1-yl)propyl)-6-methoxybenzo[d]imidazo[2,1-b]thiazole-7-carboxamide dihydrochloride Cl.Cl.FC1=C(C=CC(=C1)C1CCNCC1)C=1N=C2SC3=C(N2C1)C=C(C(=C3)C(=O)NCCCN3CCC(CC3)F)OC